N,N-dimethyl-3-[5-[4-(2-piperazin-1-ylethyl)-1-piperidinyl]pyrrolo[2,3-c]pyridin-1-yl]isoquinolin-5-amine CN(C=1C=2C=C(N=CC2C=CC1)N1C=CC=2C1=CN=C(C2)N2CCC(CC2)CCN2CCNCC2)C